CN1C(C(=CC2=CC=CC=C12)NC(OC(C)(C)C)=O)=O tert-Butyl (1-methyl-2-oxo-1,2-dihydroquinolin-3-yl)carbamate